N-(7-(4,4-difluoropiperidin-1-yl)-2,3-dihydrobenzofuran-5-yl)-4-(ethylsulfonamido)-2-((1R,5S)-3-azaspiro[bicyclo[3.2.1]octane-8,1'-cyclopropane]-3-yl)benzamide FC1(CCN(CC1)C1=CC(=CC=2CCOC21)NC(C2=C(C=C(C=C2)NS(=O)(=O)CC)N2C[C@@H]1CC[C@H](C2)C12CC2)=O)F